ClC=1C(N(C(=CC1OCC1=NC=C(C=C1F)F)C)C1=CC(=NC=C1Cl)N1N=C(C=C1)C(C)(C)O)=O (R)-3,5'-dichloro-4-((3,5-Difluoropyridin-2-yl)methoxy)-2'-(3-(2-hydroxypropan-2-yl)-1H-pyrazol-1-yl)-6-methyl-2H-[1,4'-bipyridyl]-2-one